CCCCC/C=C\\C/C=C\\CCCCCC(=O)CC(=O)SCCNC(=O)CCNC(=O)[C@@H](C(C)(C)COP(=O)(O)OP(=O)(O)OC[C@@H]1[C@H]([C@H]([C@@H](O1)N2C=NC3=C(N=CN=C32)N)O)OP(=O)(O)O)O The molecule is a 3-oxo-fatty acyl-CoA that results from the formal condensation of the thiol group of coenzyme A with the carboxy group of (9Z,12Z)-3-oxolinoleic acid. It is a 3-oxo-fatty acyl-CoA, a long-chain fatty acyl-CoA and an unsaturated fatty acyl-CoA. It is a conjugate acid of a (9Z,12Z)-3-oxolinoleoyl-CoA(4-).